N-(5-cyano-2-fluorophenyl)-1,2-dimethyl-N-[4-(prop-2-en-1-yloxy)phenyl]-1H-pyrrole-3-carboxamide C(#N)C=1C=CC(=C(C1)N(C(=O)C1=C(N(C=C1)C)C)C1=CC=C(C=C1)OCC=C)F